1-(4-(4-(5-(2,6-difluorophenyl)-4,5-dihydroisoxazol-3-yl)thiazol-2-yl)piperidin-1-yl)-2-(2-(methylsulfanyl)-1H-benzoimidazol-1-yl)ethan-1-one FC1=C(C(=CC=C1)F)C1CC(=NO1)C=1N=C(SC1)C1CCN(CC1)C(CN1C(=NC2=C1C=CC=C2)SC)=O